c-caprolactam C1CCCOC(=O)CC1